The molecule is a 4-oxo monocarboxylic acid anion that is the conjugate base of 4-(6-hydroxypyridin-3-yl)-4-oxobutyric acid, obtained by deprotonation of the carboxy group; major species at pH 7.3. It is a conjugate base of a 4-(6-hydroxypyridin-3-yl)-4-oxobutyric acid. C1=CC(=O)NC=C1C(=O)CCC(=O)[O-]